CC1=C(C(=O)O)C=C(C=C1)NC(=O)OC(C)(C)C 2-methyl-5-({[(2-methylpropan-2-yl)oxy]carbonyl}amino)benzoic acid